6-cyclobutyl-1H-pyrazolo[4,3-b]pyridine C1(CCC1)C=1C=C2C(=NC1)C=NN2